3-(4-(4-((4-(2-aminoethyl)-6-chloro-2-(2-methoxyethyl)-2H-indazol-5-yl)amino)-2,6-dioxo-5-(2,4,5-trifluorobenzyl)-5,6-dihydro-1,3,5-triazin-1(2H)-yl)isoquinolin-5-yl)propanoic acid NCCC=1C2=CN(N=C2C=C(C1NC1=NC(N(C(N1CC1=C(C=C(C(=C1)F)F)F)=O)C1=CN=CC2=CC=CC(=C12)CCC(=O)O)=O)Cl)CCOC